5-allyl-2-(1-hydroxyethyl)-3-(1H-benzimidazol-5-yl)benzonitrile C(C=C)C=1C=C(C(=C(C#N)C1)C(C)O)C1=CC2=C(NC=N2)C=C1